NN(C1=CC=CC=C1)C=1C(=C(C(=O)N)C=CC1)C1=NC=CC=N1 (aminophenylamino)pyrimidinyl-benzamide